((S)-1-(((S)-1-hydroxy-3-((S)-2-oxopyrrolidin-3-yl)propan-2-yl)amino)-4-methyl-1-oxopentan-2-yl)carbamic acid (R)-1-([1,1'-biphenyl]-3-yl)-1,1-difluoro-3-methylbutan-2-yl ester C1(=CC(=CC=C1)C([C@@H](C(C)C)OC(N[C@H](C(=O)N[C@H](CO)C[C@H]1C(NCC1)=O)CC(C)C)=O)(F)F)C1=CC=CC=C1